(R)-N-(2-(1-(6-ethoxy-5-methoxypyridin-2-yl)-2-(methylsulfonyl)ethyl)-3-oxoisoindol-4-yl)cyclopropanecarboxamide C(C)OC1=C(C=CC(=N1)[C@H](CS(=O)(=O)C)N1CC2=CC=CC(=C2C1=O)NC(=O)C1CC1)OC